CC(C)(C(C)(C1=CC=CC=C1)CC)C1=CC=CC=C1 2-methyl-3-ethyl-2,3-diphenylbutane